nonadecafluorononyl sulfate S(=O)(=O)(OC(C(C(C(C(C(C(C(C(F)(F)F)(F)F)(F)F)(F)F)(F)F)(F)F)(F)F)(F)F)(F)F)[O-]